CN1CC(C1)(S(=O)(=O)C1=CC=C(C=C1)C1=C(C=C(C=C1)C1=NO[C@H](C1)CNC(=O)C1CC1)F)C N-({(5R)-3-[4'-(1,3-Dimethylazetidine-3-sulfonyl)-2-fluoro[1,1'-biphenyl]-4-yl]-4,5-dihydro-1,2-oxazol-5-yl}methyl)cyclopropanecarboxamide